4-iodobenzo[c][1,2,5]selenadiazole IC1=CC=CC2=N[Se]N=C21